(R)-(1'-(5-bromo-4-cyano-6-methylpyrimidin-2-yl)-2,3-dihydrospiro[indene-1,4'-piperidin]-2-yl)carbamic acid tert-butyl ester C(C)(C)(C)OC(N[C@@H]1CC2=CC=CC=C2C12CCN(CC2)C2=NC(=C(C(=N2)C#N)Br)C)=O